tri-aminoguanidine hydrochloride Cl.NN=C(N(N)N)N